C(C)(C)C=1C(=NC(=CC1)C)N 3-isopropyl-6-methylpyridin-2-amine